C(C)(=O)C1=CC=C(C=C1)N1C(N2N(CC=C3C2C=2C=CC(=CC2OC3(C)C)N3CCOCC3)C1=O)=O 2-(4-acetylphenyl)-7,7-dimethyl-10-morpholino-5,12b-dihydro-1H,7H-chromeno[4,3-c][1,2,4]triazolo[1,2-a]pyridazine-1,3(2H)-dione